(4-Aminophenyl)(8-methoxyimidazo[1,2-a]pyridin-3-yl)methanone NC1=CC=C(C=C1)C(=O)C1=CN=C2N1C=CC=C2OC